CON(C(=O)C1=CC2=CC=CC=C2C=C1)C N-methoxy-N-methyl-2-naphthamide